BrC=1C=C(C=CC1Br)CS(=O)(=O)NC1=CC=C(C=C1)NC(=O)NCC1=CC=NC=C1 1-(3,4-dibromophenyl)-N-(4-(3-(pyridin-4-ylmethyl)ureido)phenyl)methanesulfonamide